C(C1=CC=CC=C1)N(CCC(=O)N[C@@H](CCC(=O)O)C(=O)O)CC1=CC=CC=C1.FC(C(=O)O)(F)F Trifluoroacetic acid dibenzyl-beta-alanyl-L-glutamate salt